O=C1C=2C=CC=CC2C(C=C1)=O 5,8-dioxo-5,8-dihydronaphthalene